N[C@@H]1CN(CCC1(F)F)C1=NC2=C(N1CC1=CC=C(C=N1)C#N)C=CC(=C2)OC 6-((2-((3R)-3-Amino-4,4-difluoro-1-piperidinyl)-5-methoxy-1H-benzimidazol-1-yl)methyl)-3-pyridincarbonitril